O-methyl-N-[(2-methyl-5-thiazolyl)carbonyl]-L-seryl-O-methyl-N-[(1S)-2-[(2R)-2-methyl-2-oxiranyl]-2-oxo-1-(phenylmethyl)ethyl]-L-serine amide COC[C@H](NC(=O)C1=CN=C(S1)C)C(=O)N[C@@H](COC)C(=O)N[C@H](C(=O)[C@@]1(OC1)C)CC1=CC=CC=C1